(2R)-2-(acetylamino)-3-(acetylthio)propionic acid C(C)(=O)N[C@H](C(=O)O)CSC(C)=O